C(/C)=C\1/CC2C3C(OC4=C3C=CC=C4OC)C1C2 (E)-3-ethylidene-6-methoxy-1,2,3,4,4a,9b-hexahydro-1,4-methanodibenzo[b,d]furan